N-(5-cyclopropyl-1H-pyrazol-3-yl)-2-(piperazin-1-yl)quinazolin-4-amine C1(CC1)C1=CC(=NN1)NC1=NC(=NC2=CC=CC=C12)N1CCNCC1